CS(=O)(=O)C=1C2=C(N=NC1)C(=C(S2)C[C@H](C)NC(OC(C)(C)C)=O)C tert-butyl N-[(2S)-1-{4-methanesulfonyl-7-methylthieno[3,2-c]pyridazin-6-yl}propan-2-yl]carbamate